FC(F)(F)C=CC(F)(F)F trifluoromethyl-3,3,3-trifluoropropene